ClC=1C=C(C=C(C1Cl)Cl)C(F)(F)F 3,4,5-Trichloro-benzotrifluoride